FC(S(=O)(=O)OC=1CCN(CC1)C(=O)OC(C)(C)C)(F)F Tert-butyl 4-(((trifluoromethyl) sulfonyl) oxy)-3,6-dihydropyridin-1(2H)-carboxylate